methyl-propylene oxygen [O].CC=CC